N-[(3-nitro-4-{[4-(tetrahydro-2H-pyran-4-yl)piperazin-1-yl]amino}phenyl)sulfonyl]-2-(1H-pyrrolo[2,3-b]pyridin-5-yloxy)benzamide [N+](=O)([O-])C=1C=C(C=CC1NN1CCN(CC1)C1CCOCC1)S(=O)(=O)NC(C1=C(C=CC=C1)OC=1C=C2C(=NC1)NC=C2)=O